C[C@H]1[C@@H]2CC[C@]3([C@H]([C@]2(CC[C@H]1O)C)[C@@H](C[C@@H]\\4[C@@]3(C[C@@H](/C4=C(/CCC=C(C)C)\\C(=O)[O-])OC(=O)C)C)O)C The molecule is a steroid acid anion that is the conjugate base of fusidic acid, obtained by deprotonation of the carboxy group; major species at pH 7.3. It is a conjugate base of a fusidic acid.